2-bromo-N1,N1,N3,N3-tetra(isoquinolin-6-yl)benzene-1,3-diamine BrC1=C(C=CC=C1N(C=1C=C2C=CN=CC2=CC1)C=1C=C2C=CN=CC2=CC1)N(C=1C=C2C=CN=CC2=CC1)C=1C=C2C=CN=CC2=CC1